C(#N)CN1CC2CCC(C1)C2C#N 3-(cyanomethyl)-3-azabicyclo[3.2.1]octane-8-carbonitrile